4,4'-dibromo-2,2'-dicarboxyl-biphenyl 3-[3-tert-butyl-5-(2H-benzotriazol-2-yl)-4-hydroxyphenyl]nonyl-propionate C(C)(C)(C)C=1C=C(C=C(C1O)N1N=C2C(=N1)C=CC=C2)C(CCOC(CC)=O)CCCCCC.BrC2=CC(=C(C=C2)C2=C(C=C(C=C2)Br)C(=O)O)C(=O)O